N-(3-chloro-4-fluorophenyl)-4-(cyclopropanesulfonylamino)-2-ethyl-2,4,5,6-tetrahydrocyclopenta[c]pyrrole-1-carboxamide ClC=1C=C(C=CC1F)NC(=O)C=1N(C=C2C1CCC2NS(=O)(=O)C2CC2)CC